FC(CC(C1=CC=C(C=C1)F)N1N=CC(=C1)C1=NC(=NC=C1)C1=CC=2N(C=C1)N=C(N2)N)F 7-(4-(1-(3,3-difluoro-1-(4-fluorophenyl)propyl)-1H-pyrazol-4-yl)-pyrimidin-2-yl)-[1,2,4]-triazolo[1,5-a]pyridin-2-amine